(S)-8,8-Dimethyl-2-oxo-7,8-dihydro-2H,6H-pyrano[3,2-g]chromen-7-yl 3-(4-hydroxy-3-methoxyphenyl)propanoat OC1=C(C=C(C=C1)CCC(=O)O[C@H]1CC=2C=C3C=CC(OC3=CC2OC1(C)C)=O)OC